(R)-6-(3-(4-(3-hydroxy-1-methyl-2-oxopyrrolidin-3-yl)-1H-1,2,3-triazol-1-yl)phenyl)picolinic acid methyl ester COC(C1=NC(=CC=C1)C1=CC(=CC=C1)N1N=NC(=C1)[C@]1(C(N(CC1)C)=O)O)=O